N1C(=CC=2C=NC=CC21)C(=O)N2CCC(CC2)CCCCNC(=O)C=2C=CC=1N(C2)C=CN1 N-{4-[1-({1H-pyrrolo[3,2-c]pyridin-2-yl}carbonyl)piperidin-4-yl]butyl}imidazo[1,2-a]pyridine-6-carboxamide